(R)-6-(3-(4-chloro-3-fluorophenyl)isoxazolidin-2-yl)-N-(2-methoxy-4-(4-(4-methylpiperazin-1-yl)piperidin-1-yl)phenyl)pyrimidin-4-amine ClC1=C(C=C(C=C1)[C@@H]1N(OCC1)C1=CC(=NC=N1)NC1=C(C=C(C=C1)N1CCC(CC1)N1CCN(CC1)C)OC)F